3-((3-Chloro-2-(pyrazin-2-yl)pyridin-4-yl)sulfanyl)propanoate ClC=1C(=NC=CC1SCCC(=O)[O-])C1=NC=CN=C1